5-bromo-6-methoxy-2-methylimidazo[1,2-a]pyridine BrC1=C(C=CC=2N1C=C(N2)C)OC